1,1,2,2-ethanetetrol C(C(O)O)(O)O